C(=O)C=1C=CC(N(C1)CCC=1C=C(C(=O)OC)C=CC1)=O methyl 3-(2-(5-formyl-2-oxopyridin-1(2H)-yl)ethyl)benzoate